The molecule is an aromatic ketone that is metrafenone in which the 3-bromo-6-methoxy-2-methylphenyl group is replaced by a 5-chloro-2-methoxy-4-methylpyridin-3-yl group. It is a fungicide developed for the control of powdery mildew in cereals and grape vines. It has a role as an antifungal agrochemical. It is an aromatic ketone, an aromatic ether, a chloropyridine and an aryl phenyl ketone fungicide. CC1=CC(=C(C(=C1C(=O)C2=C(C(=CN=C2OC)Cl)C)OC)OC)OC